N'-(3-pyridyl)urea N1=CC(=CC=C1)NC(N)=O